C1(CCCCC1)CNC1=C2CCN(CC2=CC(=C1)C1=CC=C(C=C1)C(F)(F)F)C(C=C)=O 1-(5-((cyclohexylmethyl)amino)-7-(4-(trifluoromethyl)phenyl)-3,4-dihydroisoquinolin-2(1H)-yl)prop-2-ene-1-one